2-phenyl-2-(4-(2-(methyl)phenyl)butynyl)malononitrile C1(=CC=CC=C1)C(C#N)(C#N)C#CCCC1=C(C=CC=C1)C